CC1N(CC(NC1C=1C=NNC1)C)C1=CC(=NC=N1)C1=CN=C2N1N=C(C=C2)C(F)(F)F 3-(6-(2,5-Dimethyl-3-(1H-pyrazol-4-yl)piperazin-1-yl)pyrimidin-4-yl)-6-(trifluoromethyl)imidazo[1,2-b]pyridazine